(S)-7-(1-(2-((8-aminooctyl)oxy)acetyl)piperidin-4-yl)-2-(4-phenoxyphenyl)-4,5,6,7-tetrahydropyrazolo[1,5-a]pyrimidine-3-carboxamide NCCCCCCCCOCC(=O)N1CCC(CC1)[C@@H]1CCNC=2N1N=C(C2C(=O)N)C2=CC=C(C=C2)OC2=CC=CC=C2